N1(CCCCCC1)CCCCN 4-(1-azepanyl)-1-butylamine